methyl-N-(3-chloro-4-fluorophenyl)morpholine-4-carboxamide dimethyl-(4-azido-2-(trifluoromethyl)benzoyl)aspartate CC([C@H](NC(C1=C(C=C(C=C1)N=[N+]=[N-])C(F)(F)F)=O)C(=O)O)(C(=O)O)C.CC1N(CCOC1)C(=O)NC1=CC(=C(C=C1)F)Cl